3-amino-1-(2,2-dimethylpropyl)-1H-pyrazole-4-carboxylic acid NC1=NN(C=C1C(=O)O)CC(C)(C)C